1-ethyl-3-(hydroxymethyl)pyridinium ethylsulfate C(C)OS(=O)(=O)[O-].C(C)[N+]1=CC(=CC=C1)CO